OC(C)(C)C=1N=CC(=NC1)N1C(O[C@]2(C1)C[C@@](C(CC2)=O)(C)CN2C=NC1=C2C=C(C=C1)C#N)=O |r| Rac-1-(((5s,7s)-3-(5-(2-hydroxypropan-2-yl)pyrazin-2-yl)-7-methyl-2,8-dioxo-1-oxa-3-azaspiro[4.5]decan-7-yl)methyl)-1H-benzo[d]imidazole-6-carbonitrile